C(C=CC=C)(=O)O 2-pentenenic acid